C1(=CC=CC2=CC=CC=C12)C1=CC=C(C(=N1)N1C(C[C@@H](C1)C)(C)C)C(=O)NS(=O)(=O)C=1C(NC=CC1)=O 6-(1-Naphthyl)-N-[(2-oxo-1H-pyridin-3-yl)sulfonyl]-2-[(4S)-2,2,4-trimethylpyrrolidin-1-yl]pyridin-3-carboxamid